CC=1C=CC=C2C(=CN=NC12)NC1=NC(=NC=C1)NC1=CC=C(C=C1)N1CCN(CC1)C N4-(8-methylcinnolin-4-yl)-N2-(4-(4-methylpiperazin-1-yl)phenyl)pyrimidine-2,4-diamine